1,6-bis(dimethoxyphenyl-silyl)hexane CO[Si](CCCCCC[Si](C1=CC=CC=C1)(OC)OC)(C1=CC=CC=C1)OC